C(#N)N1CC(CC1)CNC(C1=CC=C(C=C1)S(NC1=CC=CC=C1)(=O)=O)=O N-((1-Cyanopyrrolidin-3-yl)methyl)-4-(N-phenylsulfamoyl)benzamid